N-(Biotinoyl)-N'-(Iodoacetyl)Ethylenediamine C(CCCC[C@@H]1SC[C@@H]2NC(=O)N[C@H]12)(=O)NCCNC(CI)=O